C(C)(C)(C)N1N=C(C(=C1C)O)C1=CC=C(C=C1)SC(C)(C)C 1-(tert-butyl)-3-(4-(tert-butylthio)phenyl)-5-methyl-pyrazole-4-ol